ethyl-2,2,2-d3 (S)-6-diazo-2-((S)-2-(methoxy-d3)propanamido)-5-oxohexanoate [N+](=[N-])=CC(CC[C@@H](C(=O)OCC([2H])([2H])[2H])NC([C@H](C)OC([2H])([2H])[2H])=O)=O